1-(3-chloro-4-fluoro-phenyl)-2-(dimethylamino)ethanone oxime ClC=1C=C(C=CC1F)C(CN(C)C)=NO